N1(CCC1)CC1(CC1)NC(=O)C1(CCC1)C1=C(C=CC=C1)Cl N-(1-(azetidin-1-ylmethyl)cyclopropyl)-1-(2-chlorophenyl)cyclobutane-1-carboxamide